C(CCC)N1CC(O[Sn]2(OCC1)OC(CN(CCO2)CCCC)C(F)(F)F)C(F)(F)F 4,12-dibutyl-2,10-bis(trifluoromethyl)-1,7,9,15-tetraoxa-4,12-diaza-8-stannaspiro[7.7]pentadecane